ICC(=O)C1=C(N(C(=C1)CCCCS(=O)(=O)C)C1=CC=C(C#N)C=C1)C 4-(3-(2-iodoacetyl)-2-methyl-5-(4-(methylsulfonyl)butyl)-1H-pyrrol-1-yl)benzonitrile